(2E)-2-(fluoromethylene)tetrahydro-1H-pyrrolizin F\C=C\1/CC2CCCN2C1